BrC1=NOC(C1)C1=C(C=C(C=N1)NC(OC(C)(C)C)=O)C1=C(C=C(C=C1F)F)F tert-Butyl [6-(3-bromo-4,5-dihydro-1,2-oxazol-5-yl)-5-(2,4,6-trifluorophenyl)pyridin-3-yl]carbamate